CC1=NC2=CC=CC=C2C(=N1)N1CC=2C=C(C=NC2CC1)C(F)(F)F 2-methyl-4-[3-(trifluoromethyl)-7,8-dihydro-5H-1,6-naphthyridin-6-yl]quinazoline